[C@H]12CN(C[C@H](CC1)N2)C2=CC(=NC1=C(C=C(C=C21)Cl)Cl)N2CC(C2)N(C)C (S or R)-4-((1R,5S)-3,8-Diazabicyclo[3.2.1]octan-3-yl)-6,8-dichloro-2-(3-(dimethylamino)azetidin-1-yl)quinoline